COC1=C(C#N)C=C(C=N1)C=1C=C2C(=NC=NC2=CC1)N[C@H](C(N1CCCC1)=O)C[Se]C (R)-2-methoxy-5-(4-((3-(methylseleno)-1-oxo-1-(1-pyrrolidinyl)-2-propyl)amino)-6-quinazolinyl)nicotinonitrile